C(C)(C)(C)OC(=O)N1C(=CC=C1)C1=CC(CC1)=O 2-(3-oxocyclopent-1-en-1-yl)-1H-pyrrole-1-carboxylic acid tert-butyl ester